tert-Butyl 3-((5-((3aS,4S,6aR)-2-oxohexahydro-1H-thieno[3,4-d]imidazol-4-yl)pentyl)thio)propanoate O=C1N[C@H]2[C@@H](N1)CS[C@H]2CCCCCSCCC(=O)OC(C)(C)C